2-(2-Ethoxy-1,1-dimethyl-2-oxo-ethyl)cyclopropanecarboxylic acid C(C)OC(C(C)(C)C1C(C1)C(=O)O)=O